C12CCC(CC1)N2C2=CC1=C(C=N2)CNC1=O 6-(7-Azabicyclo[2.2.1]heptane-7-yl)-1-oxo-2,3-dihydro-1H-pyrrolo[3,4-c]pyridine